Cl.CN1C[C@@H](CCC1)N (R)-1-methylpiperidin-3-amine hydrochloride salt